C(C)(=O)N[C@@H](CC1=CNC2=CC=CC=C12)C(=O)[O-].[Na+] sodium N-acetyltryptophanate